FC1=C(C=CC(=C1)S(=O)(=N)C)C=1N=C2N(C=CC(=C2)C)C1C[C@H]1CN(CCO1)C(=O)OC methyl (2S)-2-((2-(2-fluoro-4-(S-methylsulfonimidoyl)phenyl)-7-methylimidazo[1,2-a]pyridin-3-yl)methyl)morpholine-4-carboxylate